CN1CC(C1)(C)[C@@](O)(C1=CC=C(C=C1)OC(F)(F)F)C1=CC=C(C=C1)OC1=CC=CC=C1 (S)-(1,3-Dimethyl-azetidin-3-yl)-(4-phenoxy-phenyl)-(4-trifluoromethoxy-phenyl)-methanol